BrC1=C2C(=CN=C1NCCCN1C3C(CC1CC3)C(=O)N)OC(=C2)C#N 7-(3-((4-bromo-2-cyanofuro[2,3-c]pyridin-5-yl)amino)propyl)-7-azabicyclo[2.2.1]heptane-2-carboxamide